C(C)S(=O)(=O)C1=NN2C(N=CC=C2N2N=CN=C2)=C1C1=NC=C(N=C1)OCC(C(F)(F)F)(F)F 2-(ethylsulfonyl)-3-(5-(2,2,3,3,3-pentafluoropropoxy)pyrazin-2-yl)-7-(1H-1,2,4-triazol-1-yl)pyrazolo[1,5-a]pyrimidine